CC(C)(OC(NCCOCCOCCC(NCCCNC1=CC=C(C=C1)C(C(=O)OCC)C1=CC=CC=C1)=O)=O)C ethyl 2-(4-((2,2-dimethyl-4,14-dioxo-3,8,11-trioxa-5,15-diazaoctadecan-18-yl)amino)phenyl)-2-phenylacetate